(S)-3-amino-7-(2-(3,3-difluoroazetidin-1-yl)ethoxy)-5-methyl-2,3-dihydrobenzo[b][1,4]oxazepin-4(5H)-one hydrochloride Cl.N[C@@H]1C(N(C2=C(OC1)C=CC(=C2)OCCN2CC(C2)(F)F)C)=O